4-((1-Ethyl-6-(2-hydroxyethoxy)-1H-pyrazolo[3,4-d]pyrimidin-4-yl)aminomethyl)-benzenesulfonamide C(C)N1N=CC=2C1=NC(=NC2NCC2=CC=C(C=C2)S(=O)(=O)N)OCCO